6-geranyl-4',5,7-trihydroxy-3',5'-dimethoxyflavanone C(\C=C(/C)\CCC=C(C)C)C=1C(=C2C(CC(OC2=CC1O)C1=CC(=C(C(=C1)OC)O)OC)=O)O